FC(=C(F)F)OC1=CC=C(C=C1)C1=CC=C(C=C1)OC(=C(F)F)F 4,4'-bis((1,2,2-trifluorovinyl)oxy)-1,1'-biphenyl